trans-2-(hydroxymethyl)-6-methyl-morpholine-4-carboxylic acid tert-butyl ester C(C)(C)(C)OC(=O)N1C[C@H](O[C@@H](C1)C)CO